N-(2-chloroacetoxy)-5-fluoronicotinimidamide ClCC(=O)ONC(C1=CN=CC(=C1)F)=N